CC1C=2N(CCN1C(=O)OC(C)(C)C)C=C(N2)C(=O)OCC 7-(tert-butyl) 2-ethyl 8-methyl-5,6-dihydroimidazo[1,2-a]pyrazine-2,7(8H)-dicarboxylate